C1=C(C=CC2=CC=CC=C12)C1=NN(C=C1C=CC(=O)O)C=1C=C(C=CC1)C 3-(3-(2-naphthyl)-1-(m-tolyl)-1H-pyrazol-4-yl)acrylic acid